(4-(5-aminoisoxazol-3-yl)piperidin-1-yl)(4-methyl-3-(trifluoromethyl)phenyl)methanone NC1=CC(=NO1)C1CCN(CC1)C(=O)C1=CC(=C(C=C1)C)C(F)(F)F